BrC1=CC=C(C=C1)C=1C(CC(C1SCC)C1=CC=CC=C1)=O 2-(4-bromophenyl)-3-(ethylsulfanyl)-4-phenylcyclopent-2-en-1-one